2-(4-bromo-2-fluoro-phenyl)-2-methyl-propanal BrC1=CC(=C(C=C1)C(C=O)(C)C)F